O-(6-chlorobenzotriazol-1-yl)-1,1,3,3-tetramethyluronium hexafluorophosphate F[P-](F)(F)(F)(F)F.ClC=1C=CC2=C(N(N=N2)OC(=[N+](C)C)N(C)C)C1